C(CCCCCCCCCCCCC)(=O)O.OCC(O)CO.OCC(O)CO.OCC(O)CO.OCC(O)CO.OCC(O)CO pentaglycerol monomyristate